CC1=C(C=C(C(=O)NCC=2C=NN3C2C=CC=C3)C=C1)NS(=O)(=O)C1=CC=C(C=C1)C 4-methyl-3-((4-methylphenyl)sulfonylamino)-N-(pyrazolo[1,5-a]pyridin-3-ylmethyl)benzamide